2-((4'-Methyl-3'-nitro-[1,1'-biphenyl]-4-yl)oxy)-1-(4-methylpiperazin-1-yl)ethan-1-one CC1=C(C=C(C=C1)C1=CC=C(C=C1)OCC(=O)N1CCN(CC1)C)[N+](=O)[O-]